pyrazolo[1,5-a]Quinazolin-7-ol N1=CC=C2N1C1=CC=C(C=C1C=N2)O